C(C)(C)(C)C1=CC=C(C=C1)N1N=CC(=CC1=O)C(=O)OC methyl 1-(4-(tert-butyl)phenyl)-6-oxo-1,6-dihydropyridazine-4-carboxylate